methyl 5-chloro-5-oxopentanoate ClC(CCCC(=O)OC)=O